(R)-9-(4-fluoro-2-methylphenyl)-1-methyl-4-((1-methyl-1H-pyrazol-4-yl)methyl)-N-(1-methylcyclopropyl)-5-oxo-1,2,4,5-tetrahydroimidazo[1,2-a]quinazoline-7-sulfonamide FC1=CC(=C(C=C1)C=1C=C(C=C2C(N(C=3N(C12)[C@@H](CN3)C)CC=3C=NN(C3)C)=O)S(=O)(=O)NC3(CC3)C)C